ClC=1C=C(C=CC1Cl)C1=CNC2=C1C(N(C=C2)CC(N2CCCC2)=O)=O 3-(3,4-dichlorophenyl)-5-(2-oxo-2-(pyrrolidin-1-yl)ethyl)-1H-pyrrolo[3,2-c]pyridin-4(5H)-one